CC1=C(C=C(C=C1)N1CCN(CC1)C(=O)OC(C)(C)C)NC(C(C)N1C=C(C2=CC=CC=C12)N1C=CC=C1)=O tert-butyl 4-[4-methyl-3-[2-(3-pyrrol-1-ylindol-1-yl)propanoylamino]phenyl]piperazine-1-carboxylate